OC1CC(C1)CN1C(C2=CC(=C(C=C2C1)NC(=O)C=1C=NN2C1N=CC=C2)N2CCOCC2)=O N-(2-(((1r,3r)-3-hydroxycyclobutyl)methyl)-6-morpholino-1-oxoisoindolin-5-yl)pyrazolo[1,5-a]pyrimidine-3-carboxamide